2-(4-(4-(1-(pent-3-yl)-1H-pyrazol-4-yl)pyrazolo[1,5-a]pyrazin-6-yl)-1H-pyrazol-1-yl)propane-1,3-diol CCC(CC)N1N=CC(=C1)C=1C=2N(C=C(N1)C=1C=NN(C1)C(CO)CO)N=CC2